CC1(CCC[C@@]2([C@H]([C@H](CC[C@@H]12)C)C)C)C (4aR,5S,6S,8aS)-1,1,4a,5,6-pentamethyldecahydronaphthalene